(E)-2-Cyanoethyl (4-(2-(dimethoxyphosphoryl)vinyl)benzyl) diisopropylphosphoramidite C(C)(C)N(P(OCCC#N)OCC1=CC=C(C=C1)C=CP(=O)(OC)OC)C(C)C